ClC=1C=C(C=NC1)CN1C(N(C2=NC=C(C=C21)C2=C(C(=C(C=C2)F)C)F)C)=O 1-[(5-chloro-3-pyridinyl)methyl]-6-(2,4-difluoro-3-methyl-phenyl)-3-methyl-imidazo[4,5-b]pyridin-2-one